4-(3-chlorophenyl)-5-methylene-pyrrol-2-one ClC=1C=C(C=CC1)C1=CC(NC1=C)=O